isoquinolin-7-amine C1=NC=CC2=CC=C(C=C12)N